5-methylthio-1-[3-(triethoxysilyl)propyl]-1H-tetrazole CSC1=NN=NN1CCC[Si](OCC)(OCC)OCC